3,4-diaminopyrrolo[1,2-a]pyrazin-1(2H)-one NC=1NC(C=2N(C1N)C=CC2)=O